C(C)(C)(C)P(C(C)(C)C)CCCCCP(C(C)(C)C)C(C)(C)C 1,3-Bis(di-tert-butylphosphinomethyl)propan